C(#N)C1=CC(=CC2=C1SC(=C2F)C(N)=S)C(C)C 7-Cyano-3-fluoro-5-isopropylbenzo[b]thiophene-2-thiocarboxamide